(Z)-3-((tert-butylamino)methylene)-2-(4-hydroxy-5-isopropyl-2-methylphenyl)chroman-4-one C(C)(C)(C)N\C=C/1\C(OC2=CC=CC=C2C1=O)C1=C(C=C(C(=C1)C(C)C)O)C